[Co].[Cu] copper cobalt salt